Dimethoxyacrylamide COC(=CC(=O)N)OC